(1S,3R)-3-(Amino)cyclopentane-carboxylic acid N[C@H]1C[C@H](CC1)C(=O)O